nonanyl alcohol C(CCCCCCCC)O